CC1=C(C=C(C(=O)OC)C=C1)NC(=O)C1=CN=CN1C Methyl 4-methyl-3-{[(1-methyl-1H-imidazol-5-yl)carbonyl]amino}benzoate